tert-butyl 3-(3-(4-chloro-3,5-dimethylphenoxy)propyl)-7-(1-(3-(1,3-dioxoisoindolin-2-yl)propyl)-3,5-dimethyl-1H-pyrazol-4-yl)-1-(2-morpholinoethyl)-1H-indole-2-carboxylate ClC1=C(C=C(OCCCC2=C(N(C3=C(C=CC=C23)C=2C(=NN(C2C)CCCN2C(C3=CC=CC=C3C2=O)=O)C)CCN2CCOCC2)C(=O)OC(C)(C)C)C=C1C)C